C(C1=CC=CC=C1)OC(=O)NCCN(C(=O)C1=C(C=C(C=C1)C(CC(C(=O)OC)=O)=O)O)C Methyl 4-(4-((2-(((benzyloxy)carbonyl)amino)ethyl)(methyl)carbamoyl)-3-hydroxyphenyl)-2,4-dioxobutanoate